3,5-di(tert-butyl)-4-hydroxy-phenylpropionic acid C(C)(C)(C)C=1C=C(C=C(C1O)C(C)(C)C)C(C(=O)O)C